1-(2-bromo-4-methyl-phenyl)-N-(2-fluoro-4-(8-isopropyl-2-methylsulfonyl-7-oxo-pteridin-6-yl)phenyl)methanesulfonamide BrC1=C(C=CC(=C1)C)CS(=O)(=O)NC1=C(C=C(C=C1)C1=NC=2C=NC(=NC2N(C1=O)C(C)C)S(=O)(=O)C)F